ClC1=NC(=C(C(=N1)NC1=NNC2=CC(=CC=C12)[C@@H]1C[C@@]12C(NC1=CC=C(C=C21)OC)=O)OC)N2CCOCC2 (1R,2S)-2-(3-((2-chloro-5-methoxy-6-morpholinopyrimidin-4-yl)amino)-1H-indazol-6-yl)-5'-methoxyspiro[cyclopropane-1,3'-indolin]-2'-one